Cl.N[C@@H]1CN(CCC1)C1=CC(=NC=C1C1=CC(=C(C=C1)F)N(C)C)NC1=NC(=NC=C1)C1=C(C=CC=C1OC)F (S)-N-(4-(3-aminopiperidin-1-yl)-5-(3-(dimethylamino)-4-fluorophenyl)pyridin-2-yl)-2-(2-fluoro-6-methoxyphenyl)pyrimidin-4-amine hydrochloride